N1(CN=CC=C1)ON1CN=CC=C1 1-pyrimidinyl oxide